CN1C=C(C=2C1=NC(=CC2)CC2CC1(CN(C1)C(=O)N1C[C@@H]3[C@@H](OCC(N3)=O)CC1)C2)C(F)(F)F (4aR,8aS)-6-[6-[[1-methyl-3-(trifluoromethyl)pyrrolo[2,3-b]pyridin-6-yl]methyl]-2-azaspiro[3.3]heptane-2-carbonyl]-4,4a,5,7,8,8a-hexahydropyrido[4,3-b][1,4]oxazin-3-one